CC=1C2=C3C=CC1C(C1=CC=C4CCN(C(C5=CC=C(CCCCCN3N=N2)C=C5)=O)CC4=C1)CC(=O)O [32-methyl-20-oxo-8,9,10,21-tetraazahexacyclo[19.5.3.216,19.13,7.06,10.024,28]dotriaconta-1(26),3(32),4,6,8,16,18,24,27,30-decaen-2-yl]acetic acid